pentafluorophenyl gallate C(C1=CC(O)=C(O)C(O)=C1)(=O)OC1=C(C(=C(C(=C1F)F)F)F)F